1,3-dihydro-benzimidazol-2-one dihydrochloride Cl.Cl.N1C(NC2=C1C=CC=C2)=O